OC1=C(C=O)C(=CC=C1)OC[C@H]1N(CCCC1)C(C1=C(N=CC=C1)CO)=O (S)-2-hydroxy-6-((1-(2-(hydroxymethyl)nicotinoyl)-piperidin-2-yl)methoxy)-benzaldehyde